(5-((2s,4s)-1-((R)-2-(2-naphthoylamino)-3-cyclohexylpropionyl)-4-azidopyrrolidine-2-carboxamido)-7-amino-6-hydroxy-7-oxoheptyl)carbamic acid benzyl ester C(C1=CC=CC=C1)OC(NCCCCC(C(C(=O)N)O)NC(=O)[C@H]1N(C[C@H](C1)N=[N+]=[N-])C([C@@H](CC1CCCCC1)NC(=O)C1=CC2=CC=CC=C2C=C1)=O)=O